C(C)C1=NN(C=C1C#N)C1=NC=C(C=N1)C=O 3-ethyl-1-(5-formylpyrimidin-2-yl)-1H-pyrazole-4-carbonitrile